N-(1H-indol-3-yl)-5-phenyl-3,4-dihydroisoquinoline-2(1H)-carboxamide N1C=C(C2=CC=CC=C12)NC(=O)N1CC2=CC=CC(=C2CC1)C1=CC=CC=C1